(1RS,3SR)-5'-Bromo-4'-chloro-3-(2-methyl-1H-imidazol-1-yl)-1',2'-dihydrospiro[cyclopentane-1,3'-pyrrolo[2,3-b]pyridine] BrC=1C(=C2C(=NC1)NC[C@]21C[C@H](CC1)N1C(=NC=C1)C)Cl |r|